1,1,4,4-Tetrabutylpiperazindiium dibromid [Br-].[Br-].C(CCC)[N+]1(CC[N+](CC1)(CCCC)CCCC)CCCC